4,4'-bis(2-thienyl)biphenyl S1C(=CC=C1)C1=CC=C(C=C1)C1=CC=C(C=C1)C=1SC=CC1